C1(=CC=CC=C1)C1CN(CC1)C1=NC=CC=2C3=CC=C(C=C3NC12)OC 1-(3-Phenylpyrrolidin-1-yl)-7-Methoxy-9H-β-Carboline